ClC=1C(=C(C=CC1)NC=1C2=C(N=CN1)C=NC(=C2)C=2CN(CCC2)C(=O)OC(C)(C)C)F tert-butyl 3-(4-((3-chloro-2-fluorophenyl)amino)pyrido[3,4-d]pyrimidin-6-yl)-5,6-dihydropyridine-1(2H)-carboxylate